tert-butyl 4-(1-((6-methoxy-2-methylpyrazolo[1,5-b]pyridazin-5-yl)carbamoyl)-2,3-dihydro-1H-pyrrolo[2,3-b]pyridin-4-yl)-2,2-dimethylpiperazine-1-carboxylate COC=1C(=CC=2N(N1)N=C(C2)C)NC(=O)N2CCC=1C2=NC=CC1N1CC(N(CC1)C(=O)OC(C)(C)C)(C)C